FC(C1=NN=C(O1)C1=C(C(=C(CN2N=C(N=N2)C=2C=C3C=CC(=NC3=CC2)NC)C=C1)F)F)F 6-(2-(4-(5-(difluoromethyl)-1,3,4-oxadiazol-2-yl)-2,3-difluorobenzyl)-2H-tetrazol-5-yl)-N-methylquinolin-2-amine